(2S,4R)-1-(2-(3-Acetyl-5-(2-(methylsulfinyl)pyrimidin-5-yl)-1H-indazol-1-yl)acetyl)-N-(6-bromopyridin-2-yl)-4-fluoropyrrolidine-2-carboxamide C(C)(=O)C1=NN(C2=CC=C(C=C12)C=1C=NC(=NC1)S(=O)C)CC(=O)N1[C@@H](C[C@H](C1)F)C(=O)NC1=NC(=CC=C1)Br